O=C1NC(CCC1N1C(C2=CC=CC(=C2C1=O)NCCOCCOCCOCCOCCOCCOCCOCCOCCC(=O)OC(C)(C)C)=O)=O tert-butyl 3-[2-[2-[2-[2-[2-[2-[2-[2-[[2-(2,6-dioxo-3-piperidyl)-1,3-dioxo-isoindolin-4-yl]amino]ethoxy]ethoxy]ethoxy]ethoxy]ethoxy]ethoxy]ethoxy]ethoxy]propanoate